ClC12C(OC3=C1C=CC(=C3)C(C)C)(C3=CC=CC=C3C2=O)O 9b-chloro-4b-hydroxy-7-isopropyl-4b,9b-dihydro-10H-indeno[1,2-b]benzofuran-10-one